2-((5-chloro-2-(4-morpholinomethylanilino)pyrimidin-4-yl)amino)-N-(2-hydroxypropyl)benzamide ClC=1C(=NC(=NC1)NC1=CC=C(C=C1)CN1CCOCC1)NC1=C(C(=O)NCC(C)O)C=CC=C1